Cl.Cl.Cl.FC1=C2C=C(N=NC2=CC(=C1)C=1C=C(C=2N(N1)C=C(N2)C)OCCCN2N=CC=C2)C2CCNCC2 5-fluoro-7-{2-methyl-8-[3-(1H-pyrazol-1-yl)propoxy]imidazo[1,2-b]pyridazin-6-yl}-3-(piperidin-4-yl)cinnoline trihydrochloride